N-(beta-aminoethyl)-gamma-aminopropyl-trimethyldimethoxysilane NCCNCCC[SiH](OC(C)(C)C)OC